NC=1C=NC(=NC1)NC1CS(CC1)(=O)=O 3-((5-aminopyrimidin-2-yl)amino)tetrahydrothiophene 1,1-dioxide